3-methyl-2-(6-(methyl-(1-methylpiperidin-3-yl)amino)pyridazin-3-yl)phenol CC=1C(=C(C=CC1)O)C=1N=NC(=CC1)N(C1CN(CCC1)C)C